2,6-Dichloro-4-((triisopropylsilyl)ethynyl)pyridin ClC1=NC(=CC(=C1)C#C[Si](C(C)C)(C(C)C)C(C)C)Cl